(1S,3S)-3-(azetidin-1-yl)-2,3-dihydro-1H-inden-1-amine N1(CCC1)[C@H]1C[C@@H](C2=CC=CC=C12)N